CC1NC(CC2(C1)OCC(C1=C2C=C(S1)C(F)(F)F)O)C=1N=NN(C1)C 2'-methyl-6'-(1-methyltriazol-4-yl)-2-(trifluoromethyl)spiro[6,7-dihydrothieno[3,2-c]pyran-4,4'-piperidin]-7-ol